((1S,5R)-3-acetyl-3-azabicyclo[3.1.0]hex-1-yl)-4-(((R)-1-(3-(difluoromethyl)-2-fluorophenyl)ethyl)amino)-2-methyl-2,6-dihydropyrido[3,4-d]pyridazine-1,7-dione C(C)(=O)N1C[C@@]2(C[C@H]2C1)C=1NC(C=C2C1C(=NN(C2=O)C)N[C@H](C)C2=C(C(=CC=C2)C(F)F)F)=O